5-(((2R,3R,5R)-5-(4-((tert-butoxycarbonyl)amino)-2-oxopyrimidin-1(2H)-yl)-3-((tert-butoxycarbonyl)oxy)-4,4-difluorotetrahydrofuran-2-yl)methoxy)-5-oxopentanoic acid C(C)(C)(C)OC(=O)NC1=NC(N(C=C1)[C@H]1C([C@@H]([C@H](O1)COC(CCCC(=O)O)=O)OC(=O)OC(C)(C)C)(F)F)=O